(R)-7-((6-((dimethyl-amino)methyl)-5-(2-(2-hydroxy-propan-2-yl)morpholino)pyridin-2-yl)amino)-4-(7-fluoro-imidazo[1,2-a]pyridin-3-yl)isoindolin-1-one CN(C)CC1=C(C=CC(=N1)NC=1C=CC(=C2CNC(C12)=O)C1=CN=C2N1C=CC(=C2)F)N2C[C@@H](OCC2)C(C)(C)O